(1S,2S,4R)-1,7,7-trimethylbicyclo[2.2.1]heptane-2-carboxylic acid C[C@@]12[C@H](C[C@@H](CC1)C2(C)C)C(=O)O